N1CCC(CC1)C1=CC=C(N=N1)NC1=CC(=CC=C1)C1=NC2=C(N1)C=C(C=C2)C(F)(F)F 6-(piperidin-4-yl)-N-(3-(6-(trifluoromethyl)-1H-benzo[d]imidazol-2-yl)phenyl)pyridazin-3-amine